ClC=1C(=C(C=CC1)C1(CNC1)NC1=CC=C2C3(C(N(C2=C1)C)=O)CC3)C 6'-((3-(3-chloro-2-methylphenyl)azetidin-3-yl)amino)-1'-methylspiro[cyclopropane-1,3'-indolin]-2'-one